4-(5-(3,5-dichlorophenyl)-5-(trifluoromethyl)-4,5-dihydroisoxazol-3-yl)-N-(5-(1,1-difluoroethyl)-1-ethyl-1H-1,2,4-triazol-3-yl)-2-methylbenzamide ClC=1C=C(C=C(C1)Cl)C1(CC(=NO1)C1=CC(=C(C(=O)NC2=NN(C(=N2)C(C)(F)F)CC)C=C1)C)C(F)(F)F